2,6-di-t-butyl-p-ethylphenol C(C)(C)(C)C1=C(C(=CC(=C1)CC)C(C)(C)C)O